(S)-proline ethyl ester bisulfate S(O)(O)(=O)=O.C(C)OC([C@H]1NCCC1)=O